CO[C@@H]1C[C@@H](N(C1=O)C(=O)OC(C)(C)C)C(=O)OCC1=CC=CC=C1 2-benzyl 1-(tert-butyl) (2R,4R)-4-methoxy-5-oxopyrrolidine-1,2-dicarboxylate